CN1CC(OCC1)CNC(C1=CC(=CC=C1)CNC1=NC=C(C2=C1CCO2)C2=CC=NC=C2)=O N-((4-methylmorpholin-2-yl)methyl)-3-(((7-(pyridin-4-yl)-2,3-dihydrofuro[3,2-c]pyridin-4-yl)amino)methyl)benzamide